FC(CC1CNCC1)F 3-(2,2-difluoroethyl)pyrrolidine